C1(=CC=CC=C1)[C@H]([C@H]1CNC2=C(N1)N=CC=C2)NCCC=2C=CC(=C(C2)CC(=O)O)OC(F)(F)F 2-[5-[2-[[(R)-phenyl-[(3R)-1,2,3,4-tetrahydropyrido[2,3-b]pyrazin-3-yl]methyl]amino]ethyl]-2-(trifluoromethoxy)phenyl]acetic acid